BrC=1C=NC(=C(C#N)C1)OC1=C(C=C(C=C1)S(=O)(=O)C)C 5-bromo-2-(2-methyl-4-(methylsulfonyl)phenoxy)nicotinonitrile